[3-{[2-(4-isopropylphenyl)imidazo[1,2-a]pyrimidin-3-yl]methyl}-3,9-diazabicyclo[4.2.1]non-9-yl](6-methoxypyridin-2-yl)methanone C(C)(C)C1=CC=C(C=C1)C=1N=C2N(C=CC=N2)C1CN1CC2CCC(CC1)N2C(=O)C2=NC(=CC=C2)OC